[Si](C1=CC=CC=C1)(C1=CC=CC=C1)(C(C)(C)C)OC(C1=CC=2N(C=C1)C(=NN2)[C@@H]2C[C@@H](CCC2)NC(OC(C)(C)C)=O)C2CC2 tert-butyl N-[(1R,3S)-3-[7-[[tert-butyl(diphenyl)silyl]oxy-cyclopropyl-methyl]-[1,2,4]triazolo[4,3-a]pyridin-3-yl]cyclohexyl]carbamate